N2-(phenoxyacetyl)guanosine O(C1=CC=CC=C1)CC(=O)NC=1NC(C=2N=CN([C@H]3[C@H](O)[C@H](O)[C@@H](CO)O3)C2N1)=O